Ethyl (3S)-3-(1,4-dimethyl-1H-benzotriazol-5-yl)-3-(7-{[(2R,5S)-7-hydroxy-2,5-dimethyl-2,3-dihydropyrido[2,3-f][1,4]oxazepin-4(5H)-yl]methyl}-1-benzothiophen-5-yl)propanoate CN1N=NC2=C1C=CC(=C2C)[C@@H](CC(=O)OCC)C=2C=C(C1=C(C=CS1)C2)CN2C[C@H](OC1=C([C@@H]2C)N=C(C=C1)O)C